The molecule is a methyl ester resulting from the formal condensation of the carboxy group of (5S,12bR,12cS)-7-carboxy-1-ethyl-3,6,8,12c-tetrahydro-4H-5,12b-ethanoindolo[3,2-a]quinolizin-5-ium with methanol. It is an alkaloid ester, a methyl ester, a monoterpenoid indole alkaloid, an organic heteropentacyclic compound and a quaternary ammonium ion. CCC1=CCC[N@+]23[C@@H]1[C@@]4(CC2)C5=CC=CC=C5NC4=C(C3)C(=O)OC